i-butylphosphine C(C(C)C)P